N-(1-methyl-1H-pyrazol-4-yl)pyridin-2-amine CN1N=CC(=C1)NC1=NC=CC=C1